3-amino-6-(5-(3-amino-1,1,1-trifluoro-2-hydroxy-3-oxopropan-2-yl)-2-methylphenyl)-N-(4,4-difluorocyclohexyl)pyrazine-2-carboxamide trifluoroacetate FC(C(=O)O)(F)F.NC=1C(=NC(=CN1)C1=C(C=CC(=C1)C(C(F)(F)F)(C(=O)N)O)C)C(=O)NC1CCC(CC1)(F)F